dicarboxybenzidine C1=CC(=CC=C1C2=CC=C(C=C2)NC(=O)O)NC(=O)O